methyl 2-(4-(6-((4-cyano-2-fluorobenzyl) oxy) pyridin-2-yl)-2-(methylsulfonyl) benzyl)-1-(2-methoxyethyl)-1H-benzo[d]imidazole-6-carboxylate C(#N)C1=CC(=C(COC2=CC=CC(=N2)C2=CC(=C(CC3=NC4=C(N3CCOC)C=C(C=C4)C(=O)OC)C=C2)S(=O)(=O)C)C=C1)F